NC1=NC=CC(=C1)CN1C(N[C@@H](C1)C(F)(F)F)=O (S)-1-((2-aminopyridin-4-yl)methyl)-4-(trifluoromethyl)imidazolidin-2-one